ClC1=C(C=CC=C1)C1=CC(OC2=CC(=CC=C12)OC(C(N1CC(CCC1)C=1N=NNN1)=O)C)=O 4-(2-chlorophenyl)-7-[1-methyl-2-oxo-2-[3-(2H-tetrazol-5-yl)-1-piperidinyl]ethoxy]chromen-2-one